5,6,7,8-tetrahydro-[1,6]naphthyridine N1=CC=CC=2CNCCC12